((cyclopropylmethyl)amino)-7-methylquinoxalin C1(CC1)CNC1=NC2=CC(=CC=C2N=C1)C